cis-tert-butyl 4-((1s,4s)-4-(4-amino-5-(4-phenoxyphenyl)pyrrolo[2,1-f][1,2,4]triazin-7-yl)cyclohexyl)piperazine-1-carboxylate NC1=NC=NN2C1=C(C=C2[C@H]2CC[C@H](CC2)N2CCN(CC2)C(=O)OC(C)(C)C)C2=CC=C(C=C2)OC2=CC=CC=C2